1-[[Benzyloxycarbonyl-(methyl)amino]methyl]-3-azabicyclo[3.1.1]heptane-3-carboxylic acid tert-butyl ester C(C)(C)(C)OC(=O)N1CC2(CC(C1)C2)CN(C)C(=O)OCC2=CC=CC=C2